NC1=C(C=C(OCCCS(=O)(=O)O)C=C1)C 3-(4-amino-3-methylphenoxy)propane-1-sulfonic acid